bis-(4-hydroxyphenyl)sulfone OC1=CC=C(C=C1)S(=O)(=O)C1=CC=C(C=C1)O